OC1(CNC1)C(=O)N 3-hydroxyazetidine-3-carboxamide